potassium 2-(Boc-aminoethyl)trifluoroborate [B-](CCNC(=O)OC(C)(C)C)(F)(F)F.[K+]